BrC=1N=CN2C1C(=C(C=C2)C)OC 1-Bromo-8-methoxy-7-methylimidazo[1,5-a]pyridine